CN(C1=CC=C(C=CC2=NC=CC=C2CI)C=C1)C 2-(p-dimethylaminostyryl)-pyridyl-methyl iodide